ClC=1C=C2C=NC(=NC2=CC1N1CCN(CC1)C1(COC1)C)NC=1C=NN(C1)C1(CC1)C 6-chloro-N-[1-(1-methylcyclopropyl)-1H-pyrazol-4-yl]-7-[4-(3-methyloxetan-3-yl)piperazin-1-yl]quinazolin-2-amine